N-adenylyl-L-phenylalanine C1=CC=C(C=C1)C[C@@H](C(=O)O)NP(=O)(O)OC[C@@H]2[C@H]([C@H]([C@@H](O2)N3C=NC4=C(N=CN=C43)N)O)O